3-hydroxy-4,4'-biphenyl-dicarboxylic acid OC=1C=C(C=CC1C(=O)O)C1=CC=C(C=C1)C(=O)O